2-bromo-4-(4-ethoxyphenyl)-5-isobutylthiazole BrC=1SC(=C(N1)C1=CC=C(C=C1)OCC)CC(C)C